C(N)(=N)N1CCC(=CC1)C1=C(C=C(C=C1)NC(C1=CC=C(C=C1)NC(=N)N)=O)C N-[4-(1-carbamimidoyl-1,2,3,6-tetrahydro-pyridin-4-yl)-3-methyl-phenyl]-4-guanidino-benzamide